BrC=1C=C(C=CC1OCC1CCNCC1)C(C(S(=O)(=O)C1=CC=CC=C1)(F)F)N1CC2=CC=CC=C2C1 2-(1-(3-bromo-4-(piperidin-4-ylmethoxy)phenyl)-2,2-difluoro-2-(phenylsulfonyl)ethyl)isoindoline